C1(CCCCC1)OC=1C=C(C=CC1)S(=O)(=O)OC1CS(C=C1)(=O)=O 1,1-dioxido-2,3-dihydrothiophen-3-yl 3-(cyclohexyloxy)benzenesulfonate